O=C1N(CCN1)C1=CC=C(C=C1)C=1N=C(SC1)NC=1C=NNC1 4-{4-[4-(2-Oxo-imidazolidin-1-yl)-phenyl]-thiazol-2-ylamino}-pyrazol